C\C=C\CCCCCCCCCCCCC Trans-2-Hexadecene